C(C)(=O)N1C(N(CC1C(=O)N(C)[C@H](C(F)(F)F)C1=CC=C(C=C1)N1C=2C=NC3=CC(=NN3C2CCC1)Cl)C)=O 3-acetyl-N-[(1S)-1-[4-(4-chloro-2,3,7,10-tetrazatricyclo[7.4.0.02,6]trideca-1(9),3,5,7-tetraen-10-yl)phenyl]-2,2,2-trifluoro-ethyl]-N,1-dimethyl-2-oxo-imidazolidine-4-carboxamide